NC1=C(C=C(N=N1)C=1C(NC(NC1)=O)=O)N1N=CC2=CC=CC=C12 5-(6-amino-5-(1H-indazol-1-yl)pyridazin-3-yl)pyrimidine-2,4(1H,3H)-dione